C1(CC1)C(=O)N1CC2=C(C=C(C=C2CC1)S)F Cyclopropyl(8-fluoro-6-mercapto-3,4-dihydroisoquinolin-2(1H)-yl)methanone